COC(C[C@H](C#CC)C1=CC=C(C=C1)OC\C=C(\CCC=C(C)C)/C)=O (3S)-3-(4-{[(2E)-3,7-dimethyloct-2,6-dien-1-yl]Oxy}phenyl)hex-4-ynoic acid methyl ester